2-(4-bromo-1-methyl-1H-indazol-3-yl)acetonitrile BrC1=C2C(=NN(C2=CC=C1)C)CC#N